methyl 7-[5-chloranyl-2-[2-[2-methyl-4,6-bis(oxidanylidene)-7,8-dihydro-5H-quinazolin-3-yl]ethoxy]phenyl]-5-methyl-thieno[3,2-b]pyridine-3-carboxylate ClC=1C=CC(=C(C1)C1=C2C(=NC(=C1)C)C(=CS2)C(=O)OC)OCCN2C(=NC=1CCC(CC1C2=O)=O)C